C(C)(C)(C)OC(=O)N1CCN(CC1)C(C1=CC(=C(C=C1)NC1=NC=C(C(=N1)NC)C(F)(F)F)OC)=O 4-(3-Methoxy-4-((4-(methylamino)-5-(trifluoromethyl)pyrimidin-2-yl)amino)benzoyl)piperazine-1-carboxylic acid tert-butyl ester